4-[4-(1-ethyl-3-methyl-1H-pyrazol-5-yl)-1,3-thiazol-2-yl]-1-methyl-1H-indazole-6-carboxamide C(C)N1N=C(C=C1C=1N=C(SC1)C1=C2C=NN(C2=CC(=C1)C(=O)N)C)C